N-[[4-[3-(1-hydroxy-1-methyl-ethyl)azetidin-1-yl]-1-[4-(trifluoromethoxy)phenyl]pyrazolo[3,4-b]pyridin-3-yl]methyl]prop-2-enamide OC(C)(C)C1CN(C1)C1=C2C(=NC=C1)N(N=C2CNC(C=C)=O)C2=CC=C(C=C2)OC(F)(F)F